[Ca+2].C(\C=C\C(=O)[O-])(=O)[O-] fumaric acid, calcium salt